FC(C=1N=CN(C1)C1=CCC2C3CC=C4C[C@H](CC[C@@]4(C3CC[C@]12C)C)O)(F)F (3S,10R,13S)-17-(4-Trifluoromethyl-1H-imidazol-1-yl)-10,13-dimethyl-2,3,4,7,8,9,10,11,12,13,14,15-dodecahydro-1H-cyclopenta[a]phenanthren-3-ol